N1NNNC1.[Si] silicon tetraazacyclopentane